6-(3-(2-(1-(6-methoxypyridin-2-yl)cyclobutoxy)acetyl)-3,8-diazabicyclo[3.2.1]octan-8-yl)nicotinonitrile COC1=CC=CC(=N1)C1(CCC1)OCC(=O)N1CC2CCC(C1)N2C2=NC=C(C#N)C=C2